4-bromo-3-(trifluoromethyl)pyridine HBr salt Br.BrC1=C(C=NC=C1)C(F)(F)F